4-((S)-1-(5-azaspiro[2.4]heptan-5-yl)ethyl)-6-cyclopropyl-N-(3-(3-((R)-fluoro(4-methyl-4H-1,2,4-triazol-3-yl)methyl)oxetan-3-yl)phenyl)picolinamide C1CC12CN(CC2)[C@@H](C)C2=CC(=NC(=C2)C2CC2)C(=O)NC2=CC(=CC=C2)C2(COC2)[C@H](C2=NN=CN2C)F